CNCCC1=CC=CC=C1 Methyl-phenethylamine